1-isobutyl-1,3-dihydro-2H-imidazol-2-one C(C(C)C)N1C(NC=C1)=O